1-(4-(2,6-dioxopiperidin-3-yl)-3,5-difluorophenyl)azetidin-3-yl((1R,4R)-4-methyl cyclohexyl) carbamate C(N)(OC1(CCC(CC1)C)C1CN(C1)C1=CC(=C(C(=C1)F)C1C(NC(CC1)=O)=O)F)=O